1-(4-((4-((4-([2,2'-bipyridin]-4-yloxy)-2-fluorophenyl)amino)-7-methoxyquinazolin-6-yl)amino)piperidin-1-yl)prop-2-en-1-one N1=C(C=C(C=C1)OC1=CC(=C(C=C1)NC1=NC=NC2=CC(=C(C=C12)NC1CCN(CC1)C(C=C)=O)OC)F)C1=NC=CC=C1